[B].[Si].[Y].[Al].[Cr].[Ni] nickel-chromium aluminum-yttrium-silicon-boron